C(C=C)OCCCCCCO hexamethylene glycol monoallyl ether